4',5,7-trihydroxy-6-methoxy-dihydroflavanone OC1=CC=C(C2OC3=CC(=C(C(C3C(C2)=O)O)OC)O)C=C1